ClC=1C=C2C(=NC(=NC2=C(C1C1=CC(=CC2=CC=CC=C12)O)F)N1CC(C1)N(C)C)N1C[C@H]2CC[C@@H](C1)N2C(C)=N 4-((S or R)-6-chloro-2-(3-(dimethylamino)azetidin-1-yl)-8-fluoro-4-((1R,5S)-8-(1-iminoethyl)-3,8-diazabicyclo[3.2.1]oct-3-yl)quinazolin-7-yl)naphthalen-2-ol